C(C(C(=O)O)(C([2H])[2H])[2H])([2H])([2H])[2H] 2-(2H3)methyl(2H3)propanoic acid